C(C1=CC=CC=C1)OC=1C=2C3=C(N(C2C=CC1)C1=CC(=C(C=C1)F)C)CC(OC31CC(C1)C(=O)O)(C)C (1S,3S)-9'-(benzyloxy)-5'-(4-fluoro-3-methylphenyl)-3',3'-dimethyl-4',5'-dihydro-3'H-spiro[cyclobutane-1,1'-pyrano[4,3-b]indole]-3-carboxylic acid